(E)-N'-(4-fluorobenzylidene)-1-methyl-4-oxo-1,4-dihydroquinoline-3-carbohydrazide FC1=CC=C(\C=N\NC(=O)C2=CN(C3=CC=CC=C3C2=O)C)C=C1